BrC=1C(=NC=CC1)CC1N(C(C2=CC=CC=C12)=O)CC=1SC(=CN1)C(=O)N 2-((1-((3-bromopyridin-2-yl)methyl)-3-oxoisoindolin-2-yl)methyl)thiazole-5-carboxamide